(1R,2S,3R,5R)-3-(4-amino-5,6-dihydro-7H-pyrrolo[2,3-d]pyrimidin-7-yl)-5-((E)-2-(2-aminoquinolin-7-yl)vinyl)cyclopentane-1,2-diol trifluoroacetate FC(C(=O)O)(F)F.NC=1C2=C(N=CN1)N(CC2)[C@H]2[C@@H]([C@@H]([C@H](C2)\C=C\C2=CC=C1C=CC(=NC1=C2)N)O)O